34-oxo-4,7,10,13,16,19,22,25,28,31-decaoxa-35-azatetracontanoic acid O=C(CCOCCOCCOCCOCCOCCOCCOCCOCCOCCOCCC(=O)O)NCCCCC